methyl (3R)-3-(tert-butoxycarbonylamino)-4-oxo-5-[(4-phenoxyphenyl)methyl]-2,3-dihydro-1,5-benzothiazepine-7-carboxylate C(C)(C)(C)OC(=O)N[C@H]1CSC2=C(N(C1=O)CC1=CC=C(C=C1)OC1=CC=CC=C1)C=C(C=C2)C(=O)OC